2-(2-(1,3-dioxoisoindolin-2-yl)ethoxy)chloropropane O=C1N(C(C2=CC=CC=C12)=O)CCOC(CCl)C